FC1(CC(C1)CC(C(=O)N1CC([C@H]([C@@]12CC(CC2)(F)F)O)(F)F)=O)F 3-(3,3-difluorocyclobutyl)-1-((4s,5r)-3,3,7,7-tetrafluoro-4-hydroxy-1-azaspiro[4.4]nonan-1-yl)propane-1,2-dione